(2S)-N-({3-[3,5-bis(trifluoromethyl)phenyl]phenyl}methyl)-1-(phenylsulfamoyl)pyrrolidine-2-carboxamide FC(C=1C=C(C=C(C1)C(F)(F)F)C=1C=C(C=CC1)CNC(=O)[C@H]1N(CCC1)S(NC1=CC=CC=C1)(=O)=O)(F)F